10-(Hydroxymethyl)-9,9-dimethyl-11-phenyl-8-oxa-2,11-diazaspiro[5.6]dodecane-1,3-dione OCC1C(OCC2(CCC(NC2=O)=O)CN1C1=CC=CC=C1)(C)C